1,1,1,7,7,7-Hexamethyl-3,3,5,5-tetraphenyltetrasiloxan C[Si](O[Si](O[Si](O[Si](C)(C)C)(C1=CC=CC=C1)C1=CC=CC=C1)(C1=CC=CC=C1)C1=CC=CC=C1)(C)C